(difluoromethoxy)quinazolin-4-amine FC(OC1=NC2=CC=CC=C2C(=N1)N)F